(2-Fluorotetrahydro-1H-pyrrolizin-7a(5H)-yl-2,5,5-d3)methanol FC1(CC2(CCC(N2C1)([2H])[2H])CO)[2H]